(R)-6-chloro-3-(3-(cyclobutyl(4-methyl-4H-1,2,4-triazol-3-yl)methyl)phenyl)-5-(trifluoromethyl)-1H-pyrazolo[3,4-b]pyridine ClC1=C(C=C2C(=N1)NN=C2C2=CC(=CC=C2)[C@H](C2=NN=CN2C)C2CCC2)C(F)(F)F